8-((4,6-difluoroindolin-1-yl)methyl)-N-ethyl-2-morpholino-4-oxo-4H-chromen-6-carboxamide FC1=C2CCN(C2=CC(=C1)F)CC=1C=C(C=C2C(C=C(OC12)N1CCOCC1)=O)C(=O)NCC